C(C1=CC=CC=C1)OC1C(COC1)N1N=C(C(=C1Cl)[N+](=O)[O-])C1CC1 1-(4-(Benzyloxy)tetrahydrofuran-3-yl)-5-chloro-3-cyclopropyl-4-nitro-1H-pyrazole